nonyl 8-[3-[2-[2-[2-[2-[2-[2-(2-methoxyethylamino)acetyl]oxyethylamino]acetyl]oxyethoxy]ethoxy]ethoxy]propanoyl-[8-(1-octylnonoxy)-8-oxo-octyl]amino]octanoate COCCNCC(=O)OCCNCC(=O)OCCOCCOCCOCCC(=O)N(CCCCCCCC(=O)OCCCCCCCCC)CCCCCCCC(=O)OC(CCCCCCCC)CCCCCCCC